O6-[[5-[[6-[(Z)-dec-4-enoxy]-6-oxo-hexanoyl]oxymethyl]-2,2-dimethyl-1,3-dioxan-5-yl]methyl] O1-[(Z)-dec-4-enyl] hexanedioate C(CCCCC(=O)OCC1(COC(OC1)(C)C)COC(CCCCC(=O)OCCC\C=C/CCCCC)=O)(=O)OCCC\C=C/CCCCC